BrC=1SC(=CN1)C(=O)N(CC1=CC=C(C=C1)F)C1=CC(=CC(=C1)OC)OC 2-bromo-N-(3,5-dimethoxyphenyl)-N-(4-fluorobenzyl)thiazole-5-carboxamide